CC1=C(C#N)C=CC=C1[C@@H](C)NC1=NN=C(C2=CC=3N(C4(C(N(C3C=C21)C)=O)CC4)C)C (R)-2-methyl-3-(1-((1',4',9'-trimethyl-3'-oxo-3',4'-dihydro-1'h-spiro[cyclopropane-1,2'-pyridazino[4,5-g]quinoxalin]-6'-yl)amino)ethyl)benzonitrile